CC1=C(C(=CC=C1)C)NC1=NN(C2=NC(=NC=C21)NC2=CC=C1CCN(CC1=C2)C(COC=2C=C1CN(C(C1=CC2)=O)C2C(NC(CC2)=O)=O)=O)C 3-(5-(2-(7-((3-((2,6-dimethylphenyl)amino)-1-methyl-1H-pyrazolo[3,4-d]pyrimidin-6-yl)amino)-3,4-dihydroisoquinolin-2(1H)-yl)-2-oxoethoxy)-1-oxoisoindolin-2-yl)piperidin-2,6-dione